CCCC(C)O methyl-1-butanol